2-[(tetrahydro-5-decoxymethyl-2-furanyl)methyl]propanedioate C(CCCCCCCCC)OCC1CCC(O1)CC(C(=O)[O-])C(=O)[O-]